(S)-2-(2,6-difluorobenzoylamino)-3-(8-(5,6-dimethyl-3-(trifluoromethyl)pyridin-2-yl)quinolin-5-yl)propionic acid FC1=C(C(=O)N[C@H](C(=O)O)CC2=C3C=CC=NC3=C(C=C2)C2=NC(=C(C=C2C(F)(F)F)C)C)C(=CC=C1)F